(4R,11bS)-4-(2-((R)-[1,1':3',1''-Terphenyl]-5'-yl(phenyl)silyl)phenyl)-4,5-dihydro-3H-dinaphtho[2,1-c:1',2'-e]phosphepine C1(=CC=CC=C1)C1=CC(=CC(=C1)[Si@H](C1=C(C=CC=C1)P1CC2=C(C3=C(C1)C=CC1=CC=CC=C13)C=1C=CC=CC1C=C2)C2=CC=CC=C2)C2=CC=CC=C2